[(2S,5S)-2,3-dihydro-2,5-methano-1,4-benzoxazepin-4(5H)-yl](tricyclo[3.1.1.0~3,6~]heptan-6-yl)methanone O1[C@@H]2CN([C@H](C3=C1C=CC=C3)C2)C(=O)C23C1CC2CC3C1